(cyclopropylmethyl)-N-phenyl-1,2,3,4-tetrahydroisoquinoline-7-amine hydrochloride Cl.C1(CC1)CC1NCCC2=CC=C(C=C12)NC1=CC=CC=C1